C(#N)C1=NC2=CC(=CC(=C2N=C1N1C(COCC1)C)[C@@H](C)NC1=C(C(=O)O)C=CC=C1)C 2-(((1R)-1-(2-cyano-7-methyl-3-(3-methylmorpholino)quinoxalin-5-yl)ethyl)amino)benzoic acid